O=C1CCC(CC1)NC(OC(C)(C)C)=O Tert-butyl (4-oxocyclohexyl)carbamate